1,2,4-Nonadecanetriol C(C(CC(CCCCCCCCCCCCCCC)O)O)O